FC1=CC=C(C=C1)NC(=O)C1(COC1)C1=CC=C(C=C1)C=1C=[NH+]C(=CC1CO)OC N-(4-fluorophenyl)-3-[4-[4-(hydroxymethyl)-6-methoxy-pyridin-1-ium-3-yl]phenyl]oxetane-3-carboxamide